formylparaben C(=O)OC(=O)C1=CC=C(O)C=C1